[Na+].[Na+].P([O-])([O-])(O)=O Phosphoric acid disodium salt